p-toluyl-hydrazine C1(=CC=C(C=C1)NN)C